(Z)-4-methyl-3H-benzo[c][1,2]dioxepin-3-one C/C/1=C/C2=C(OOC1=O)C=CC=C2